CC=1C(=CC=2C(C(C(C(C2C1)(C)C)C)C)(C)C)C=O 3,5,5,6,7,8,8-heptamethyl-5,6,7,8-tetrahydronaphthalene-2-carbaldehyde